ClC1=C(C=CC(=C1)C=1C=2C(=C(SC2N2C(=NN=C2[C@@H](N1)C)C)C)C)N1CCC2(CCN(C2)C(=O)OC(C)(C)C)CC1 tert-butyl 8-[2-chloro-4-[(9S)-4,5,9,13-tetramethyl-3-thia-1,8,11,12-tetrazatricyclo[8.3.0.02,6]trideca-2(6),4,7,10,12-pentaen-7-yl]phenyl]-2,8-diazaspiro[4.5]decane-2-carboxylate